C(C1=CC=CC=C1)C1(CN(CC1)S(=O)(=O)C1=NN(N=C1)C)C=1C=C2C=NN(C2=CC1C)C=1C=CC(=C(C#N)C1)F 5-(5-(3-benzyl-1-((2-methyl-2H-1,2,3-triazol-4-yl)sulfonyl)pyrrolidin-3-yl)-6-methyl-1H-indazol-1-yl)-2-fluorobenzonitrile